acetate (2-methoxyethyl acetate) COCCCC(=O)O.C(C)(=O)O